(S)-1-(2-(4-(3-isopropyl-2-(1H-pyrazolo[3,4-b]pyridin-4-yl)-1H-indol-5-yl)piperidine-1-carbonyl)pyrrolidin-1-yl)ethan-1-one bis(trimethylsilyl)sulfate C[Si](C)(C)OS(=O)(=O)O[Si](C)(C)C.C(C)(C)C1=C(NC2=CC=C(C=C12)C1CCN(CC1)C(=O)[C@H]1N(CCC1)C(C)=O)C1=C2C(=NC=C1)NN=C2